2-(2-methylphenyl)thiazole-4-carbohydrazide CC1=C(C=CC=C1)C=1SC=C(N1)C(=O)NN